ClC1=NNC(=C1)C(=O)OC methyl 3-chloro-1H-pyrazole-5-carboxylate